COC(C1=C(C(=CC=C1Br)C1CN(CC1)C1=CC(=C(C=C1)[N+](=O)[O-])Cl)F)=O 6-Bromo-3-(1-(3-chloro-4-nitrophenyl)pyrrolidin-3-yl)-2-fluorobenzoic acid methyl ester